N-(1-(cyclopropylmethyl)-7-methyl-6-(N-(1-methylcyclopropyl)sulfamoyl)-2,4-dioxo-1,4-dihydroquinazolin-3(2H)-yl)acrylamide C1(CC1)CN1C(N(C(C2=CC(=C(C=C12)C)S(NC1(CC1)C)(=O)=O)=O)NC(C=C)=O)=O